FC(C1=NC(=NO1)C1=CC=C(C=C1)[C@@H](C)NC1=NC=CN=C1)F (R)-N-(1-(4-(5-(difluoromethyl)-1,2,4-oxadiazol-3-yl)phenyl)ethyl)pyrazin-2-amine